5-((1-(tert-butyl)-4-fluoro-3-((1S,3R)-3-hydroxycyclopentyl)-1H-pyrazol-5-yl)amino)-2-(4-methoxybenzyl)-2,3-dihydrobenzo[d]isothiazole 1,1-dioxide C(C)(C)(C)N1N=C(C(=C1NC=1C=CC2=C(CN(S2(=O)=O)CC2=CC=C(C=C2)OC)C1)F)[C@@H]1C[C@@H](CC1)O